(R)-2-(3-isopropyl-2-(2-methylpyridin-4-yl)-1H-indol-5-yl)-5-(thiazolidine-4-yl)-1,3,4-oxadiazole C(C)(C)C1=C(NC2=CC=C(C=C12)C=1OC(=NN1)[C@H]1NCSC1)C1=CC(=NC=C1)C